C(=C)OP(=O)(F)F difluorophosphoric acid vinyl ester